(1S,2S)-2-((tert-butyldimethylsilyl)oxy)-N-(2-methoxybenzyl)cyclohexan-1-amine [Si](C)(C)(C(C)(C)C)O[C@@H]1[C@H](CCCC1)NCC1=C(C=CC=C1)OC